FC1=C(C(=CC=C1)F)[C@]1([C@@H]2CCN(C[C@H]12)C1=CN=C2C(=N1)NN=C2C2=C(C1=CN(N=C1C=C2)C)C)CN ((1S,6R,7R)-7-(2,6-difluorophenyl)-3-(3-(2,4-dimethyl-2H-indazol-5-yl)-1H-pyrazolo[3,4-b]pyrazin-6-yl)-3-azabicyclo[4.1.0]heptan-7-yl)methanamine